(S or R)-4-(4-(azetidin-3-yl)-6-chloro-2-(3-(dimethylamino)azetidin-1-yl)-8-fluoroquinazolin-7-yl)naphthalen-2-ol bistrifluoroacetate FC(C(=O)O)(F)F.FC(C(=O)O)(F)F.N1CC(C1)C1=NC(=NC2=C(C(=C(C=C12)Cl)C1=CC(=CC2=CC=CC=C12)O)F)N1CC(C1)N(C)C